6'-bromospiro[cyclobutane-1,3'-indoline]-2'-thione BrC1=CC=C2C3(C(NC2=C1)=S)CCC3